6-Trifluoroacetylamino-8-o-nitrobenzenesulfonylaminopyrrolo[4,3,2-de]quinoline-4-carboxylic acid ethyl ester C(C)OC(=O)C=1N=C2C(=CC(=C3C2=C(C1)C=N3)NS(=O)(=O)C3=C(C=CC=C3)[N+](=O)[O-])NC(C(F)(F)F)=O